C1(CC1)COC=1C(=NC(=NC1)N(S(=O)(=O)C)CC)C1=CN(C(C(=C1)C)=O)C N-[5-(cyclopropylmethoxy)-4-(1,5-dimethyl-6-oxopyridin-3-yl)pyrimidin-2-yl]-N-ethylmethanesulfonamide